FC1=C(C=C(C=C1)F)[C@H]1OC[C@@H](C[C@@H]1N)N1CC2(C1)CCN(C2)S(=O)(=O)C (2R,3S,5R)-2-(2,5-difluorophenyl)-5-(7-methanesulfonyl-2,7-diazaspiro[3.4]octan-2-yl)tetrahydropyran-3-amine